ethyl (2S)-2-[4-chloro-2-(4-ethoxy-4,5-dihydroisoxazol-3-yl)phenoxy]-3-cyclopropylpropanoate ClC1=CC(=C(O[C@H](C(=O)OCC)CC2CC2)C=C1)C1=NOCC1OCC